3-[3-(4-chlorophenyl)-4-phenyl-4,5-dihydro-1H-pyrazol-1-yl]-1-[(4-chlorophenyl)methyl]-4-methyl-4,5-dihydro-1H-1,2,4-triazol-5-one ClC1=CC=C(C=C1)C1=NN(CC1C1=CC=CC=C1)C1=NN(C(N1C)=O)CC1=CC=C(C=C1)Cl